5-[(2-chloro-4-pyridyl)oxy]pyridin-2-ol ClC1=NC=CC(=C1)OC=1C=CC(=NC1)O